CC1=CC=C(C=C1)C1=NNCC1N1C(CCC1)=O (3-(4-methylphenyl)-4,5-dihydro-1H-pyrazol-4-yl)pyrrolidin-2-one